ruthenium water O.[Ru]